C(C)(=O)O[C@@H]1[C@H](O[C@H]([C@@H]1OC(C)=O)N1C2=NC(=NC(=C2N=C1)NCC1=CC(=CC=C1)C)C=1C=NC=C(C1)C)C(=O)OC (2S,3S,4R,5R)-methyl 3,4-diacetoxy-5-(6-(3-methylbenzylamino)-2-(5-methylpyridin-3-yl)-9H-purin-9-yl)-tetrahydrofuran-2-carboxylate